C(C(C)(C)C)(=O)OOCCCC 1-butyl peroxypivalate